BrCC=1C(=CC(=NC1)F)I 5-(bromomethyl)-2-fluoro-4-iodopyridin